FC(OC1=C(C=C(C=C1)SC1COC1)N1N=C(C=2C=NC(=CC21)C=2C=NN1C2N=CC=C1)C)F 1-(2-(Difluoromethoxy)-5-(oxetan-3-ylthio)phenyl)-3-methyl-6-(pyrazolo[1,5-a]pyrimidin-3-yl)-1H-pyrazolo[4,3-c]pyridine